BrC1=CC(=C(C(=C1)Cl)CO)Cl (4-bromo-2,6-dichloro-phenyl)methanol